NC=1N=CC(=NC1)C#CC=1C=NC=C(C(=O)NC2=NOC(=C2)C(C)(C)C)C1 5-((5-aminopyrazin-2-yl)ethynyl)-N-(5-(tert-butyl)isoxazol-3-yl)nicotinamide